(S)-2-(4-(6-((4-cyano-2-fluorobenzyl)oxy)pyridin-2-yl)-2,5-difluorobenzyl)-3-(oxetan-2-ylmethyl)-3H-imidazo[4,5-b]pyridine-5-carboxylic acid C(#N)C1=CC(=C(COC2=CC=CC(=N2)C2=CC(=C(CC3=NC=4C(=NC(=CC4)C(=O)O)N3C[C@H]3OCC3)C=C2F)F)C=C1)F